FC(C)(F)C=1SC=C(N1)C1=CN(C2=CN=C(C=C21)NC(C)=O)C N-(3-(2-(1,1-difluoroethyl)thiazol-4-yl)-1-methyl-1H-pyrrolo[2,3-c]pyridin-5-yl)acetamide